Dimethylhafnium [2',2'''-([2,2'-bithiazole]-4,4'-diyl)bis(3-(9H-carbazol-9-yl)-5-methyl-[1,1'-biphenyl]-2-olate)] S1C(=NC(=C1)C1=C(C=CC=C1)C=1C(=C(C=C(C1)C)N1C2=CC=CC=C2C=2C=CC=CC12)[O-])C=1SC=C(N1)C1=C(C=CC=C1)C=1C(=C(C=C(C1)C)N1C2=CC=CC=C2C=2C=CC=CC12)[O-].C[Hf+2]C